(S)-N-methyl-6-(1-methyl-1H-pyrazol-4-yl)-2,3-dihydrobenzofuran-3-amine hydrochloride Cl.CN[C@@H]1COC2=C1C=CC(=C2)C=2C=NN(C2)C